N1(N=NN=C1)[C@@H]1CN(CC1)C(=O)N1CC(C1)C1=CC=C(C=C1)OC1=NC=C(N=C1)C(F)(F)F [(3S)-3-(Tetrazol-1-yl)pyrrolidin-1-yl]-[3-[4-[5-(trifluoromethyl)pyrazin-2-yl]oxyphenyl]azetidin-1-yl]methanone